1-(2,5-difluorophenyl)cyclopropane-1-amine hydrochloride Cl.FC1=C(C=C(C=C1)F)C1(CC1)N